N-cyclobutyl-7-methoxy-1,9-dimethyl-9H-pyrido[3,4-b]indole-6-amine C1(CCC1)NC=1C=C2C3=C(N(C2=CC1OC)C)C(=NC=C3)C